BrC1=C(C=CC2=C1C=NS2)C 4-bromo-5-methyl-1,2-benzothiazole